C(N)(O[C@H](C(OC(NC1(CC1)C(F)(F)F)=O)C(C)(C)C)C1=CC(=C(C=C1)Cl)C1=NC=NN1C(F)F)=O (S)-(tert-butyl 1-(4-chloro-3-(1-(difluoromethyl)-1H-1,2,4-triazol-5-yl) phenyl)-2-(((1-(trifluoromethyl) cyclopropyl) carbamoyl) oxy) ethyl) carbamate